Di-Nitrotoluol [N+](=O)([O-])C=1C(=C(C=CC1)C)[N+](=O)[O-]